FC1(CC(CC1)N1CCN(CC1)C1=CC=C2C(=N1)C(=CN2)NC(NC2=CC=C(C=C2)C(F)(F)F)=O)F 3-{5-[4-(3,3-difluorocyclopentyl)piperazin-1-yl]-1H-pyrrolo[3,2-b]pyridin-3-yl}-1-[4-(trifluoromethyl)phenyl]urea